NC1=C(C=C2N(C(C=NC2=C1)=O)[C@@H](C)C1=CC(=CC=C1)Cl)C#N 7-amino-4-[(1S)-1-(3-chlorophenyl)ethyl]-3-oxoquinoxaline-6-carbonitrile